N(=O)SC(C[C@H](N)C(=O)O)C S-nitroso-gamma-methyl-L-homocysteine